2-Mercapto-1H-benzo[d]imidazole-5-carbonitrile SC1=NC2=C(N1)C=CC(=C2)C#N